S1C(=NC2=C1CCC2)N 5,6-dihydro-4H-cyclopenta[d]thiazol-2-amine